C(C)(=O)C1=C(C=C(C(=C1F)N1C[C@H](CC1)OC)F)NC(C1=C(C=CC(=C1)C#N)Cl)=O (S)-N-(2-acetyl-3,5-difluoro-4-(3-methoxypyrrolidin-1-yl)phenyl)-2-Chloro-5-cyanobenzamide